C(COCNCCNCCNCCNCC)(=O)O 3-oxa-5,8,11,14-tetraazahexadecan-1-oic acid